COC(C1=C(C(=CC=C1)[N+](=O)[O-])C)=O methyl-2-methyl-3-nitrobenzoate